salicylaldehyde-1H-benzotriazoleacetyl hydrazone N1N=NC2=C1C=CC=C2CC(=O)NN=CC=2C(O)=CC=CC2